C(C)(CCCCCCCC)O secondary decanol